CC1=C(C=C(C(=O)NC=2N=NC=C(C2)C(F)(F)F)C=C1)N1N=NC(=C1)C=1C=NC=CC1 4-methyl-3-[4-(3-pyridinyl)triazol-1-yl]-N-[5-(trifluoromethyl)pyridazin-3-yl]benzamide